(3S,4S,5S)-5-(7-fluoro-3,4-dihydro-2H-benzo[b][1,4]oxazine-4-carbonyl)-3,4-dihydroxy-1-(6-methyl-4-(trifluoromethyl)pyridin-2-yl)pyrrolidin-2-one FC=1C=CC2=C(OCCN2C(=O)[C@@H]2[C@@H]([C@@H](C(N2C2=NC(=CC(=C2)C(F)(F)F)C)=O)O)O)C1